Endo-4-(4-chloro-3-fluorobenzyl)-2-(3-(pyridazin-4-yl)-1H-pyrazol-5-yl)-2-azabicyclo[3.1.0]hexan-3-one ClC1=C(C=C(CC2C(N(C3CC23)C2=CC(=NN2)C2=CN=NC=C2)=O)C=C1)F